trifluoromethyl-phenylbenzoic acid FC(F)(F)C=1C(=C(C(=O)O)C=CC1)C1=CC=CC=C1